NC1=C2N=CN(C2=NC(=N1)F)[C@H]1C[C@@H]([C@](O1)(CO)C#C)OC(CCCCCCCCC(=O)O)=O 10-(((2R,3S,5R)-5-(6-amino-2-fluoro-9H-purin-9-yl)-2-ethynyl-2-(hydroxymethyl)tetrahydrofuran-3-yl)oxy)-10-oxodecanoic acid